3-(OXOLAN-2-YL)PROPANAL O1C(CCC1)CCC=O